methyl (E)-4-[3-[4-[3-[[4-[[5-bromo-4-(2-carbamoyl-3-fluoro-anilino) pyrimidin-2-yl]amino]phenyl]sulfonylamino]propyl]piperazin-1-yl]propyl-methyl-amino]but-2-enoate BrC=1C(=NC(=NC1)NC1=CC=C(C=C1)S(=O)(=O)NCCCN1CCN(CC1)CCCN(C/C=C/C(=O)OC)C)NC1=C(C(=CC=C1)F)C(N)=O